C(#C)C=1SC=C(N1)C(=O)N([C@H]1CN(CCC1)C(C)C)C1=CC(=C(C=C1)F)OC (R)-2-Ethynyl-N-(4-fluoro-3-methoxyphenyl)-N-(1-isopropylpiperidin-3-yl)thiazole-4-carboxamide